Ethyl 2-(2,6-dimethyl-4-((5-oxo-4-(4-(trifluoromethyl)phenyl)-4,5-dihydro-1H-1,2,4-triazol-1-yl)methyl-d2)phenoxy)-2-methylpropionate CC1=C(OC(C(=O)OCC)(C)C)C(=CC(=C1)C([2H])([2H])N1N=CN(C1=O)C1=CC=C(C=C1)C(F)(F)F)C